2-(2-methoxypyrimidin-5-yl)-5-(methylsulfonyl)benzaldehyde COC1=NC=C(C=N1)C1=C(C=O)C=C(C=C1)S(=O)(=O)C